O=C1CCOC=C1C(=O)[O-] 4-oxo-3,4-dihydro-2H-pyran-5-carboxylate